C1(CCC1)(CO)CO (cyclobutane-1,1-diyl)dimethanol